2-(4-aminopiperidin-1-yl)-9-isopropyl-N-(2-(4-methyl-1,4-diazepan-1-yl)benzyl)-9H-purin-6-amine NC1CCN(CC1)C1=NC(=C2N=CN(C2=N1)C(C)C)NCC1=C(C=CC=C1)N1CCN(CCC1)C